N=1C=NN2C1C=CC(=C2)C2=CC(=NN2C2=NC(=CC=C2)C)CC(=O)NC2=C(C=CC=C2)OC(F)(F)F 5-([1,2,4]Triazolo[1,5-a]pyridin-6-yl)-1-(6-methylpyridin-2-yl)-N-(2-(trifluoro-methoxy)phenyl)-1H-pyrazol-3-carboxyamid